C(N)(=O)C1=CC(=C(C[O])C=C1)F (4-carbamoyl-2-fluorobenzyl)oxygen